COC1=C(N(C2=CC=C(C=C2)C=2C(OC(C2C2=CC=C(C=C2)N(C2=C(C=CC=C2)OC)OC)=O)=O)OC)C=CC=C1 3,4-bis(4-(dimethoxyanilino)phenyl)furan-2,5-dione